3-Fluoro-4-(oxiran-2-yl)benzonitrile FC=1C=C(C#N)C=CC1C1OC1